N1(CCCCC1)C(=O)C=1N=CC2=CC=C(C=C2C1)C=1C=NC(=NC1)N1CCN(CC1)C(=O)OC(C)(C)C 2-methyl-2-propanyl 4-(5-(3-(1-piperidinylcarbonyl)-6-isoquinolinyl)-2-pyrimidinyl)-1-piperazinecarboxylate